7-Bromo-2-(piperidine-1-carbonyl)benzo[b]thiophene-3-carbonitrile BrC1=CC=CC2=C1SC(=C2C#N)C(=O)N2CCCCC2